C(C)OC(=O)C1=C(NC(=C(C1=O)I)C)O 2-hydroxy-5-iodo-6-methyl-4-oxo-1H-pyridine-3-carboxylic acid ethyl ester